CCCCCCCCCCCCC/C=C/[C@H]([C@H](CO[C@H]1[C@@H]([C@H]([C@@H]([C@H](O1)CO)O[C@H]2[C@@H]([C@H]([C@H]([C@H](O2)CO)O)O)O)O)O)NC(=O)CCCCCCCCCCCCCCC/C=C\\CCCCCCCC)O The molecule is a beta-D-galactosyl-(1->4)-beta-D-glucosyl-(1<->1')-N-acylsphingosine in which the acyl group specified is (17Z)-hexacosenoyl. It has a role as a mouse metabolite. It derives from a (17Z)-hexacosenoic acid.